4-(5-((3-amino-8-azabicyclo[3.2.1]octan-8-yl)methyl)-2-(2-fluoro-4-Methylphenyl)thiophen-3-yl)-2-fluorobenzonitrile trifluoroacetate FC(C(=O)O)(F)F.NC1CC2CCC(C1)N2CC2=CC(=C(S2)C2=C(C=C(C=C2)C)F)C2=CC(=C(C#N)C=C2)F